1,5-bis[tribromomethyl]imidazole BrC(N1C=NC=C1C(Br)(Br)Br)(Br)Br